methoxy-4H-1,2-oxazol COC1=NOCC1